methyl 2-[5-fluoro-2-methoxy-3-[[5-[[1-(trifluoromethyl) cyclopropyl]methylcarbamoyl]-1H-benzimidazol-2-yl]methyl]phenyl]-2-methyl-propanoate FC=1C=C(C(=C(C1)C(C(=O)OC)(C)C)OC)CC1=NC2=C(N1)C=CC(=C2)C(NCC2(CC2)C(F)(F)F)=O